NC1=CC=CC(=N1)S(=O)(=O)NC(=O)C=1C(=NC(=CC1)C1=CC(=CC(=C1)OCC(C)C)F)N1C(CCCC1)(C)C N-[(6-Amino-2-pyridyl)sulfonyl]-2-(2,2-dimethyl-1-piperidyl)-6-(3-fluoro-5-isobutoxyphenyl)pyridin-3-carboxamid